O=C1OC(C2=CC(=CC=C12)C(=O)OC1=C(C(=C(C=C1C)C1=C(C(=C(C(=C1)C)OC(=O)C=1C=C2C(OC(C2=CC1)=O)=O)C)C)C)C)=O 4-[4-(1,3-Dioxoisobenzofuran-5-ylcarbonyloxy)-2,3,5-trimethylphenyl]-2,3,6-trimethylphenyl 1,3-dioxoisobenzofuran-5-carboxylate